[Si](C)(C)(C(C)(C)C)OCC1N(CC=C(C1)C1=CC=C(C=C1)S(=O)(=O)NC)C(C1=C(C=C(C(=C1)OC)O[Si](C(C)C)(C(C)C)C(C)C)[N+](=O)[O-])=O 4-(2-(((tert-butyldimethylsilyl)oxy)methyl)-1-(5-methoxy-2-nitro-4-((triisopropylsilyl)oxy)benzoyl)-1,2,3,6-tetrahydropyridin-4-yl)-N-methylbenzenesulfonamide